C(C)(C)(C)OC(=O)N1[C@@H](CN([C@H](C1)C)C=1C=2C(N(C(N1)=O)C)=CN(N2)C2OCCCC2)C (2r,5s)-2,5-dimethyl-4-(4-methyl-5-oxo-2-(tetrahydro-2H-pyran-2-yl)-4,5-dihydro-2H-pyrazolo[4,3-d]Pyrimidine-7-yl)piperazine-1-carboxylic acid tert-butyl ester